bis(1-isocyanato-1-methylethyl)-naphthalene N(=C=O)C(C)(C)C1=C(C2=CC=CC=C2C=C1)C(C)(N=C=O)C